S1C(=NC2=C1C=C1N=C(SC1=C2)N)N benzo[1,2-d:4,5-d']bis-thiazole-2,6-diamine